(2,2-Difluoroethyl)-1-(pyridin-4-ylmethyl)-1H-pyrazol-3-amine FC(CC=1C(=NN(C1)CC1=CC=NC=C1)N)F